(S)-N-(3-(dimethylamino)-3-(thiophen-3-yl)propyl)-5-fluoroisoindoline-2-carboxamide hydrochloride Cl.CN([C@@H](CCNC(=O)N1CC2=CC=C(C=C2C1)F)C1=CSC=C1)C